NC1=C(C=C(C(=O)OC)C=C1)NCCOC methyl 4-amino-3-(2-methoxyethylamino)benzoate